N-((2-(4-fluorophenyl)-3-(1H-pyrrol-1-yl)imidazo[1,2-a]pyridin-7-yl)methyl)tetrahydro-2H-pyran-4-amine FC1=CC=C(C=C1)C=1N=C2N(C=CC(=C2)CNC2CCOCC2)C1N1C=CC=C1